D-theanine ethyl ester hydrochloride Cl.C(C)OC([C@H](N)CCC(=O)NCC)=O